(R)-N-(1-(4-chlorophenyl)-2-fluoroethyl)-5-cyanopyridine-3-sulfonamide ClC1=CC=C(C=C1)[C@H](CF)NS(=O)(=O)C=1C=NC=C(C1)C#N